5-(piperidin-1-ylmethyl)-1,2-dihydropyridine-3-carboxamide N1(CCCCC1)CC=1C=C(CNC1)C(=O)N